cyclobutoxy-2H-pyrazolo[3,4-b]pyridine C1(CCC1)ON1N=C2N=CC=CC2=C1